C1(=CC=CC=C1)[SiH3] phenylsilan